3-[6-[4-(dimethoxymethyl)-1-piperidyl]benzimidazol-1-yl]piperidine-2,6-dione COC(C1CCN(CC1)C=1C=CC2=C(N(C=N2)C2C(NC(CC2)=O)=O)C1)OC